((6-(benzo[d]thiazole-2-yl)pyridine-2-yl)methylene)oxonium S1C(=NC2=C1C=CC=C2)C2=CC=CC(=N2)C=[OH+]